CN(C)[Si](C)(C)C N,N-dimethyl-trimethylsilyl-amine